ClC=1C=C(C=CC1)CC(OC(=O)N[C@@H](CC(C)C)C(=O)OC)C1=CC=CC=C1 methyl ((2-(3-chlorophenyl)-1-phenylethoxy)carbonyl)-Z-leucinate